C(C1=CC=CC=C1)OC1=CC=C2C(=C(C[N+](C2=C1)=O)C(C)C)C1=CC(=C(C=C1)F)C 7-benzyloxy-4-(4-fluoro-3-methyl-phenyl)-3-isopropyl-1-oxo-quinolin-1-ium